C1=CC(=CC=C1[N+](=O)[O-])OC(=O)Cl p-nitrophenylchloroformate